β-(3-benzo(b)thienyl)-alanine S1C2=C(C(=C1)C[C@H](N)C(=O)O)C=CC=C2